COC(=O)C=1C=CC2=C(N(C(=N2)CN2CCC(CC2)C2=C(C=NC=C2)OCC2=CC=C(C=3C=C(OC32)F)Cl)C[C@H]3OCC3)C1 (S)-2-((4-(3-((4-chloro-2-fluorobenzofuran-7-yl)methoxy)pyridin-4-yl)piperidin-1-yl)methyl)-1-(oxetan-2-ylmethyl)-1H-benzo[d]imidazole-6-carboxylic acid methyl ester